FC(C1NCCC2=CC=CC=C12)(F)F 1-(trifluoromethyl)-1,2,3,4-tetrahydroisoquinoline